N-((S)-2,2-dicyclopropyl-1-(5-(((S)-2-oxo-4-(trifluoro-methyl)imidazolidin-1-yl)methyl)benzo[d]oxazol-2-yl)ethyl)-4-methyl-isoxazole-3-carboxamide C1(CC1)C([C@@H](C=1OC2=C(N1)C=C(C=C2)CN2C(N[C@@H](C2)C(F)(F)F)=O)NC(=O)C2=NOC=C2C)C2CC2